Cl.NCC1=C(C(=CC=C1)Br)O 2-(aminomethyl)-6-bromophenol hydrochloride